N-[4-[Chloro(difluoro)methoxy]phenyl]-1-(1,5-dimethylpyrazol-4-yl)-6-oxo-pyridine-3-carboxamide ClC(OC1=CC=C(C=C1)NC(=O)C1=CN(C(C=C1)=O)C=1C=NN(C1C)C)(F)F